6-((1H-Imidazol-4-yl)methyl)-2,4-dimethyl-4,6-dihydro-5H-thiazolo[5',4':4,5]pyrrolo[2,3-d]pyridazin-5-one N1C=NC(=C1)CN1N=CC2=C(C1=O)N(C1=C2SC(=N1)C)C